(R)-N-(2-(4-(3-Chloro-4-((3,5-difluoropyridin-2-yl)methoxy-d2)-5',6-dimethyl-2-carbonyl-2H-[1,4'-bipyridine]-2'-yl)thiazol-2-yl)propan-2-yl)acetamide ClC=1C(N(C(=CC1OC([2H])([2H])C1=NC=C(C=C1F)F)C)C1=CC(=NC=C1C)C=1N=C(SC1)C(C)(C)NC(C)=O)=C=O